tert-butyl ((1r,3r)-3-((6-bromo-2-fluoropyridin-3-yl)oxy)cyclobutyl)carbamate BrC1=CC=C(C(=N1)F)OC1CC(C1)NC(OC(C)(C)C)=O